FC(CN1N=CC=2C1=NC(=CN2)N2CCC(CC2)COC2=C(C=NC=C2)C(F)(F)F)F 1-(2,2-Difluoroethyl)-6-(4-(((3-(trifluoromethyl)pyridin-4-yl)oxy)methyl)piperidin-1-yl)-1H-pyrazolo[3,4-b]pyrazine